C(C1=CC=CC=C1)N1N=C2C=C(C=CC2=C1)Cl 2-benzyl-6-chloro-2H-indazole